C(#N)C1=C(C=C(C=C1)B(O)O)C(F)(F)F (4-Cyano-3-(trifluoromethyl)-phenyl)boronic acid